6-((3-(4-aminophenyl)imidazo[1,2-a]pyridin-6-yl)sulfonyl)-4-((3-methoxyphenyl)amino)-8-methylquinoline-3-carboxamide NC1=CC=C(C=C1)C1=CN=C2N1C=C(C=C2)S(=O)(=O)C=2C=C1C(=C(C=NC1=C(C2)C)C(=O)N)NC2=CC(=CC=C2)OC